(3-sulfopropyl) N,N-dimethyldithiocarbamate CN(C(SCCCS(=O)(=O)O)=S)C